1,1-bis(t-butylperoxy)Butane C(C)(C)(C)OOC(CCC)OOC(C)(C)C